7-amino-24-[hydroxy(2-methoxyphenyl)methyl]-5α-cholane-3β,4β-diol NC1[C@H]2[C@@H]3CC[C@H]([C@@H](CCCC(C4=C(C=CC=C4)OC)O)C)[C@]3(CC[C@@H]2[C@]2(CC[C@@H]([C@@H]([C@@H]2C1)O)O)C)C